C(=C)S(=O)(=O)C=C di-vinyl sulfone